O=C1NC(CCC1N1C(C2=CC(=C(C=C2C1)CN1CCN(CC1)C1CCN(CC1)C=1C(=CC2=C(C(C=3NC4=CC(=CC=C4C3C2=O)C=O)(C)C)C1)CC)F)=O)=O 8-(4-(4-((2-(2,6-dioxopiperidin-3-yl)-6-fluoro-1-oxoisoindolin-5-yl)methyl)piperazine-1-yl)piperidin-1-yl)-9-ethyl-6,6-dimethyl-11-oxo-6,11-dihydro-5H-benzo[b]carbazole-3-Formaldehyde